(1S,3S,5S)-N-((4-carbamoylthiophen-2-yl)methyl)-5-methyl-2-((4-phenoxy-benzoyl)glycyl)-2-azabicyclo[3.1.0]hexane-3-carboxamide C(N)(=O)C=1C=C(SC1)CNC(=O)[C@H]1N([C@H]2C[C@]2(C1)C)C(CNC(C1=CC=C(C=C1)OC1=CC=CC=C1)=O)=O